(E)-4-(1-(6-fluoro-3-nitro-1H-indol-1-yl)cyclopropyl)but-3-en-2-one FC1=CC=C2C(=CN(C2=C1)C1(CC1)/C=C/C(C)=O)[N+](=O)[O-]